caprylyl-glutamic acid dipotassium [K].[K].C(CCCCCCC)(=O)N[C@@H](CCC(=O)O)C(=O)O